tert-Butyl ((2-(1-(3-((tert-butoxycarbonyl)(4,4-difluorocyclohexyl)amino)propyl)-4-chloro-1H-pyrazol-3-yl)-4-methylphenyl)sulfonyl)-L-prolinate C(C)(C)(C)OC(=O)N(CCCN1N=C(C(=C1)Cl)C1=C(C=CC(=C1)C)S(=O)(=O)N1[C@@H](CCC1)C(=O)OC(C)(C)C)C1CCC(CC1)(F)F